C1(CC1)S(=O)(=O)N1N=CC(=C1)C1=NC=CC(=C1)NC1=NC=C(C(=N1)NC1CCC(CC1)F)C1=NN(C=C1)CC(F)(F)F N2-(2-(1-(Cyclopropylsulfonyl)-1H-pyrazol-4-yl)pyridin-4-yl)-N4-((1s,4s)-4-fluorocyclohexyl)-5-(1-(2,2,2-trifluoroethyl)-1H-pyrazol-3-yl)pyrimidine-2,4-diamine